C1(CCC1)N1CCC(CC1)C=1N=C2N(C=C(C=C2F)C=2C=C(C=3N(N2)C=C(N3)C)C)C1 6-[2-(1-cyclobutyl-4-piperidinyl)-8-fluoro-imidazo[1,2-a]pyridin-6-yl]-2,8-dimethyl-imidazo[1,2-b]pyridazine